1-(3-(3-(1H-pyrazol-4-yl)quinoxaline-6-carbonyl)-2,4-difluorophenyl)-3-(3,4-difluorophenyl)urea N1N=CC(=C1)C=1C=NC2=CC=C(C=C2N1)C(=O)C=1C(=C(C=CC1F)NC(=O)NC1=CC(=C(C=C1)F)F)F